2-(((butylthio)carbonothioyl)thio)propanoic acid C(CCC)SC(=S)SC(C(=O)O)C